(E)-3-(4-((tert-butoxycarbonyl)(5-methyl-1-(tetrahydro-2H-pyran-2-yl)-1H-pyrazol-3-yl)amino)-6-methylpyrimidin-2-yl)acrylic acid C(C)(C)(C)OC(=O)N(C1=NC(=NC(=C1)C)/C=C/C(=O)O)C1=NN(C(=C1)C)C1OCCCC1